[Si](C)(C)(C(C)(C)C)[Si] (tert-butyldimethylsilyl)silicon